5-Fluoro-2-iodo-phenol FC=1C=CC(=C(C1)O)I